6-(5-{[2-({(2S)-2-amino-4-[{(1R)-1-[1-benzyl-4-(2,5-difluorophenyl)-1H-pyrrole-2-yl]-2,2-dimethylpropyl}(glycoloyl)amino]butanoyl}amino)ethyl]amino}-5-oxopentanoyl)-L-lysine N[C@H](C(=O)NCCNC(CCCC(=O)C(CCC[C@H](N)C(=O)O)N)=O)CCN(C(CO)=O)[C@H](C(C)(C)C)C=1N(C=C(C1)C1=C(C=CC(=C1)F)F)CC1=CC=CC=C1